C(C1=CC=CC=C1)C1=CN=C(S1)NC(C1=CC=C(C=C1)OC=1C=C2C(N(C(C2=CC1)=O)C1C(NC(CC1)=O)=O)=O)=O N-(5-benzylthiazol-2-yl)-4-((2-(2,6-dioxopiperidin-3-yl)-1,3-dioxoisoindolin-5-yl)oxy)benzamide